NC1=C2N=CN(C2=NC(=N1)Cl)C1CCC(CC1)C(=O)NC1=NC=CC=C1 4-(6-amino-2-chloro-9H-purin-9-yl)-N-(pyridin-2-yl)cyclohexanecarboxamide